N[C@H]1[C@@H](C2=C(N(C1=O)CC)N(N=C2)C2=CC=CC=C2)C2=CC(=CC=C2)[N+](=O)[O-] (4R,5S)-5-amino-7-ethyl-4-(3-nitrophenyl)-1-phenyl-1,4,5,7-tetrahydro-6H-pyrazolo[3,4-b]pyridin-6-one